C(#N)C1=CC=C(C=C1)NC(=O)NC(CC(=O)O)C1=CC(=CC=C1)[N+](=O)[O-] 3-{[(4-cyanophenyl)carbamoyl]amino}-3-(3-nitrophenyl)propanoic acid